CC1N(CCN(C1)C)C(=O)OC=1C=C2C(=NC=NC2=CC1OC)NC1=C(C(=CC=C1)Cl)F 4-[(3-chloro-2-fluorophenyl)amino]-7-methoxyquinazolin-6-yl (+)-2,4-dimethylpiperazine-1-carboxylate